N1N=CC=2C1=NC=CC2C#CC=2C=C(C(=O)NC1=CC=C3C(=CN(C3=C1)C)C1=CC=C(C=C1)C#N)C=CC2C 3-((1H-Pyrazolo[3,4-b]pyridin-4-yl)ethynyl)-N-(3-(4-cyanophenyl)-1-methyl-1H-indol-6-yl)-4-methylbenzamide